NC1=C(N=NC(=C1)Br)C(=O)N1CCC=2N(N=C3CCN(C[C@H]1C23)C(C=C)=O)C2=C(C=C(C=C2)C2CC2)O |o1:21| (R or S)-1-(5-(4-amino-6-bromopyridazine-3-carbonyl)-2-(4-cyclopropyl-2-hydroxyphenyl)-2,3,4,5,5a,6,8,9-octahydro-7H-1,2,5,7-tetraazabenzo[cd]azulen-7-yl)prop-2-en-1-one